3-(1-((4-methyl-4H-1,2,4-triazol-3-yl)thio)ethyl)-N-phenylbenzamide CN1C(=NN=C1)SC(C)C=1C=C(C(=O)NC2=CC=CC=C2)C=CC1